CC1=CC=C(C=C1)S(=O)(=O)OCC(CC)CO[Si](C)(C)C(C)(C)C 2-(((tert-butyldimethylsilyl)oxy)methyl)butyl 4-methylbenzenesulfonate